N-(2-amino-1-(3-chlorophenyl)eth-yl)-1-(5-methyl-2-((4-phenoxy-phenyl)amino)pyrimidin-4-yl)-1H-imidazole-4-carboxamide NCC(C1=CC(=CC=C1)Cl)NC(=O)C=1N=CN(C1)C1=NC(=NC=C1C)NC1=CC=C(C=C1)OC1=CC=CC=C1